(E)-2-(3-(2-nitrovinyl)-1H-pyrazol-1-yl)cyclopentane-1-carboxylic acid methyl ester COC(=O)C1C(CCC1)N1N=C(C=C1)\C=C\[N+](=O)[O-]